OCCN(CCO)CCCCCCCCCCCCCCC N,N-bis(2-hydroxyethyl)pentadecylamine